ClC1=NC=C(C(=C1)C1=C(C=NC(=C1)C)C(=O)OC)OC Methyl 2'-chloro-5'-methoxy-6-methyl-[4,4'-bipyridine]-3-carboxylate